(1s,4s)-4-((6-fluoro-5-(4-fluoro-1-(2-fluoroethyl)-1H-benzo[d]imidazol-6-yl)-4-methoxypyrrolo[2,1-f][1,2,4]triazin-2-yl)amino)-1-methylcyclohexan-1-ol FC=1C(=C2C(=NC(=NN2C1)NC1CCC(CC1)(O)C)OC)C=1C=C(C2=C(N(C=N2)CCF)C1)F